(R)-2-(4-bromo-2-(1,1-difluoroethyl) phenoxy)-3-fluoropropyl acetate C(C)(=O)OC[C@H](CF)OC1=C(C=C(C=C1)Br)C(C)(F)F